4-(6-((4-(methoxy(methyl)carbamoyl)-2-fluoro-benzyl)oxy)pyridin-2-yl)piperidine-1-carboxylic acid tert-butyl ester C(C)(C)(C)OC(=O)N1CCC(CC1)C1=NC(=CC=C1)OCC1=C(C=C(C=C1)C(N(C)OC)=O)F